C1(CCCCC1)NC(CN1S(C2=C(C3=C1C=CC(=C3)C(F)(F)F)C=CC(=C2)OC)(=O)=O)=O N-cyclohexyl-2-[3-methoxy-5,5-dioxido-9-(trifluoromethyl)-6H-dibenzo[c,e][1,2]thiazin-6-yl]acetamide